4-(1-((6-deuteriopyridazin-3-yl)methyl)-7-fluoro-benzimidazol-2-yl)-1,2,5-oxadiazol-3-amine [2H]C1=CC=C(N=N1)CN1C(=NC2=C1C(=CC=C2)F)C=2C(=NON2)N